COC=1C2=C(N=C(N1)NC1=CC=C(C=C1)CN1CCN(CC1)C)NC=C2C=2C=C(C(=O)OC)C=CC2 methyl 3-(4-methoxy-2-((4-((4-methylpiperazin-1-yl)methyl)phenyl)amino)-7H-pyrrolo[2,3-d]pyrimidin-5-yl)benzoate